2-(4-(3-fluoro-4-nitrophenyl)piperazin-1-yl)ethanol FC=1C=C(C=CC1[N+](=O)[O-])N1CCN(CC1)CCO